ClC=1C=CC(=C(C1)O)C=1C=2N(C(=NN1)N[C@H]1CN(CCC1)CCO)C=CC2 5-chloro-2-(4-{[(3R)-1-(2-hydroxyethyl)piperidin-3-yl]amino}pyrrolo[1,2-d][1,2,4]triazin-1-yl)phenol